ClC1=CC=C(C=C1)C=1N=C2N(C=CC=N2)C1CN1CC2CCC(C1)N2C(=O)NC2=C(C=C(C=C2)F)F 3-{[2-(4-Chlorophenyl)imidazo[1,2-a]pyrimidin-3-yl]methyl}-N-(2,4-difluorophenyl)-3,8-diazabicyclo[3.2.1]octane-8-carboxamide